COC1=C(C(=CC=C1)OC[C@H]1CNCCO1)C1=CC(=NN1)NC=1N=CC(=NC1)C#N (R)-5-((5-(2-methoxy-6-(morpholin-2-ylmethoxy)phenyl)-1H-pyrazol-3-yl)amino)pyrazine-2-carbonitrile